1-ethylindolin-5-amine C(C)N1CCC2=CC(=CC=C12)N